2-(trans-4-((4-(1-Cyclopropyl-1H-pyrazol-4-yl)pyridin-2-yl)((trans-4-(4-methoxy-3-methylphenyl)cyclohexyl)methyl)carbamoyl)cyclohexyl)acetic acid C1(CC1)N1N=CC(=C1)C1=CC(=NC=C1)N(C(=O)[C@@H]1CC[C@H](CC1)CC(=O)O)C[C@@H]1CC[C@H](CC1)C1=CC(=C(C=C1)OC)C